4-[(3-Chloro-4-fluorophenyl)amino]-6-{[4-(N,N-dimethylamino)-1-oxo-2-butene-1-yl]amino}-7-[(S)-(tetrahydrofuran-2-yl)methoxy]-quinazoline ClC=1C=C(C=CC1F)NC1=NC=NC2=CC(=C(C=C12)NC(C=CCN(C)C)=O)OC[C@H]1OCCC1